C(\C=C\C(=O)O)(=O)O.N[C@]1(CN(CCC1)C=1C=NC(=CC1CN1C2=NC=NC(=C2N=C1)N)C1=C(C=C(C(=C1)F)OC)F)[C@@H](C(F)F)O (S)-1-((R)-3-amino-1-(4-((6-amino-9H-purin-9-yl)methyl)-6-(2,5-difluoro-4-methoxyphenyl)pyridin-3-yl)piperidin-3-yl)-2,2-difluoroethan-1-ol fumaric acid salt